(1R,2R)-N-(3-(4-cyclopropoxy-2-methoxypyridin-3-yl)-1H-pyrrolo[2,3-b]pyridin-6-yl)-2-(2-(dimethylamino)ethoxy)cyclopropane-1-carboxamide C1(CC1)OC1=C(C(=NC=C1)OC)C1=CNC2=NC(=CC=C21)NC(=O)[C@H]2[C@@H](C2)OCCN(C)C